C(C)N(C1=NC2=NN=CN2C2=CN=CC(=C12)F)C1=CC(=CC(=C1)C#CC1(CC1)C(F)(F)F)F N-ethyl-10-fluoro-N-[3-fluoro-5-[2-[1-(trifluoromethyl)cyclopropyl]ethynyl]phenyl]-2,4,5,7,12-pentazatricyclo[7.4.0.02,6]trideca-1(13),3,5,7,9,11-hexaen-8-amine